O[C@]1(C[C@@H](CCCC1)NC1=NC(=NC=C1C#N)NC1CCC(CC1)OC)C 4-((1R,3R)-3-hydroxy-3-methylcycloheptylamino)-2-((1r,4R)-4-methoxycyclohexylamino)pyrimidine-5-carbonitrile